1-(methoxymethyl)azepane-2,7-dione COCN1C(CCCCC1=O)=O